CC(C[CH2-])(C)C trimethyl-propanide